FC1=C(CCN2C(C3=CC=C(C=C3CC2)C=2SC=CC2)=O)C=CC=C1 2-(2-fluorophenethyl)-6-(thien-2-yl)-3,4-dihydroisoquinolin-1(2H)-one